2-(((3-chloro-1-(5-(3-chloro-4-isopropyloxyphenyl)-1,2,4-oxadiazol-3-yl)-1H-indol-5-yl)methyl)amino)ethanol ClC1=CN(C2=CC=C(C=C12)CNCCO)C1=NOC(=N1)C1=CC(=C(C=C1)OC(C)C)Cl